2-(2,6-dioxopiperidin-3-yl)-5-((5-(4-(quinoxalin-2-yl)-1H-pyrazol-1-yl)pentyl)amino)isoindoline-1,3-dione O=C1NC(CCC1N1C(C2=CC=C(C=C2C1=O)NCCCCCN1N=CC(=C1)C1=NC2=CC=CC=C2N=C1)=O)=O